2-(benzyloxy)-4-nitro-1-phenoxybenzene C(C1=CC=CC=C1)OC1=C(C=CC(=C1)[N+](=O)[O-])OC1=CC=CC=C1